platinum-manganese [Mn].[Pt]